5-(6-(6-((4-(2-(2,6-Dioxopiperidin-3-yl)-1-oxoisoindolin-4-yl)but-3-yn-1-yl)carbamoyl)pyridin-3-yl)-7-fluoro-3,4-dihydroquinolin-1(2H)-yl)-7-isopropyl-N-methyl-1H-indole-3-carboxamide O=C1NC(CCC1N1C(C2=CC=CC(=C2C1)C#CCCNC(=O)C1=CC=C(C=N1)C=1C=C2CCCN(C2=CC1F)C=1C=C2C(=CNC2=C(C1)C(C)C)C(=O)NC)=O)=O